CN(C(=O)C1=CC=C(C=C1)N\C(=C\1/C(NC2=CC(=CC=C12)C(=O)OC)=O)\C1=CC=CC=C1)OCCN1CCN(CC1)C (Z)-Methyl 3-(((4-(methyl(2-(4-methylpiperazin-1-yl)ethoxy)carbamoyl)phenyl)amino)(phenyl)methylene)-2-oxoindoline-6-carboxylate